cobalt iron boran molybdenum [Mo].B.[Fe].[Co]